C(CC(O)(C(=O)OCC(O)CO)CC(=O)OCC(O)CO)(=O)OCC(O)CO tri-glyceryl citrate